C(CCCCCCCC)N(CCN(CC(=O)OC(CC(C)C(N(CCCCCCCCC)CCCCCCCCC)C(=O)[O-])C)CCCCCCCCC)CCCCCCCCC.C(C1=CC=CC=C1)(=O)C=1C=C(C=CC1)C(C(=O)[O-])C.C1(CCCCC1)[NH2+]C1CCCCC1.C1(CCCCC1)[NH2+]C1CCCCC1 dicyclohexylammonium 2-(3-benzoylphenyl)propionate 4-((N-(2-(Dinonylamino)ethyl)-N-nonylglycyl)oxy)pentan-2-yldinonylglycinate